NC1=C(C(=CC(=C1)S)N)S 2,6-diamino-1,4-benzenedithiol